C(=O)(OC(C)(C)C)NCC(=O)NCC(=O)O Boc-glycylglycine